FC=1C=C2C=CC(=CC2=CC1)C(=O)N(C)C1=CC=2OC(C(=CC2S1)C(=O)OC)=O methyl 2-(6-fluoro-N-methyl-2-naphthamido)-5-oxo-5H-thieno[3,2-b]pyran-6-carboxylate